C(C)(=O)NC1=CC=C(C=N1)C=1C(=CC(=C(C1)NC(=O)C1=CN(C(C=C1C(F)F)=O)C)N1C[C@H](N(CC1)C)C)F |r| N-[5-(6-acetamidopyridin-3-yl)-4-fluoro-2-[rac-(3R)-3,4-dimethylpiperazin-1-yl]phenyl]-4-(difluoromethyl)-1-methyl-6-oxopyridine-3-carboxamide